(E)-1-(5-bromo-2-fluorophenyl)-2-((1,1,1-trifluorobut-3-en-2-yl)oxy)ethanone oxime BrC=1C=CC(=C(C1)\C(\COC(C(F)(F)F)C=C)=N/O)F